FC1=CN(C2=CC=C(C=C12)N1C(=NC=C1)C1=NC(=CC=C1)C)C1OCCCC1 3-(3-fluoro-1-(tetrahydro-2H-pyran-2-yl)-1H-indol-5-yl)-2-(6-methylpyridin-2-yl)imidazole